CC1=C(C=2CCCC2C=C1C)C(=O)OC methyl 5,6-dimethyl-4-indancarboxylate